p-methoxyphenylacetic acid COC1=CC=C(C=C1)CC(=O)O